tert-butyl-(3S)-3-[[(R)-tert-butylsulfinyl]amino]-1-methyl-spiro[indoline-2,4'-piperidine] C(C)(C)(C)N1CCC2(CC1)N(C1=CC=CC=C1[C@@H]2N[S@](=O)C(C)(C)C)C